4-(6-hydroxy-6-methylheptan-2-yl)-1,3-dioxolane-2-one OC(CCCC(C)C1OC(OC1)=O)(C)C